hydroxy-propyl acetate C(C)(=O)OCCCO